1-(tert-butyl) 2-methyl (2R,4S)-2-(2-(chloromethyl)allyl)-4-fluoropyrrolidine-1,2-dicarboxylate ClCC(C[C@]1(N(C[C@H](C1)F)C(=O)OC(C)(C)C)C(=O)OC)=C